CC1(C)CCCC(C)=C1\C=C\C(\C)=C\C=C\C(\C)=C\C=C\C=C(/C)\C=C\C=C(/C)\C=C\C=C(/C)\CC\C=C(/C)\CC(=O)O gamma-carotene-16'-carboxylic acid